NC\C=C(\CN1N=NC2=C1C=C(C=C2C2=C(C(=CC=C2)CO)Cl)C#N)/F (Z)-1-(4-amino-2-fluorobut-2-en-1-yl)-4-[2-chloro-3-(hydroxymethyl)phenyl]-1H-benzo[d][1,2,3]triazol-6-carbonitrile